O[C@H](C(=O)N1C[C@@H]2[C@H](C1)CC(C2)NC2=C1C(=NC=C2C=2SC(=NN2)C)NC=C1)C (S)-2-hydroxy-1-((3aR,5R,6aS)-5-((5-(5-methyl-1,3,4-thiadiazol-2-yl)-1H-pyrrolo[2,3-b]pyridin-4-yl)amino)hexahydrocyclopenta[c]pyrrol-2(1H)-yl)propan-1-one